(1S,3s)-3-(3-(6-(1-methyl-1H-pyrazol-4-yl)pyrrolo[1,2-b]pyridazin-4-yl)-3,8-diazabicyclo[3.2.1]oct-8-yl)cyclobutan-1-ol CN1N=CC(=C1)C=1C=C2N(N=CC=C2N2C[C@@H]3CCC(C2)N3C3CC(C3)O)C1